C(C)OP(=O)(OCC)CC=C(C(=O)[O-])C 4-(diethoxy-phosphoryl)-2-methyl-but-2-enoate